ClC1=C(C=2NC(N=C(C2C=N1)O)=O)OCCO 7-chloro-4-hydroxy-8-(2-hydroxyethoxy)pyrido[4,3-d]pyrimidin-2(1H)-one